(1,2,3,4-tetrahydronaphthalen-2-yl)methanol C1C(CCC2=CC=CC=C12)CO